ClC=1C=C(C=CC1)NC(=O)N1CC2(C1)CC(C2)N(C=2C1=C(N=CN2)NC=C1)C N-(3-Chlorophenyl)-6-(methyl(7H-pyrrolo[2,3-d]pyrimidin-4-yl)amino)-2-azaspiro[3.3]heptan-2-carboxamid